benzyl (2S)-2-[(tert-butoxycarbonyl)amino]-3-(3-nitrophenyl)propanoate C(C)(C)(C)OC(=O)N[C@H](C(=O)OCC1=CC=CC=C1)CC1=CC(=CC=C1)[N+](=O)[O-]